ClC=1C(=CC(=NC1)OC)C1=CC(=NN1)C(=O)N1CCC(CC1)C(=O)N[C@H]1CO[C@@H](CC1)C(F)(F)F 1-(5-(5-chloro-2-methoxypyridin-4-yl)-1H-pyrazole-3-carbonyl)-N-((3R,6S)-6-(trifluoromethyl)tetrahydro-2H-pyran-3-yl)piperidine-4-carboxamide